(R)-tert-butyl 2-((8-(1-(tert-butoxycarbonylamino)-2-(pyridin-4-yl)ethyl)-3,7-dimethyl-2,6-dioxo-2,3-dihydro-6H-purin-1(7H)-yl)methyl)-4-chloro-1H-indole-1-carboxylate C(C)(C)(C)OC(=O)N[C@H](CC1=CC=NC=C1)C1=NC=2N(C(N(C(C2N1C)=O)CC=1N(C2=CC=CC(=C2C1)Cl)C(=O)OC(C)(C)C)=O)C